2-fluoro-3-(trifluoromethyl)phenyl isocyanate FC1=C(C=CC=C1C(F)(F)F)N=C=O